1,2-Bis(dichloromethylsilyl)ethane ClC(Cl)[SiH2]CC[SiH2]C(Cl)Cl